4-[(2,4-Dihydroxy-6-propylphenyl)methyl]-5-propylbenzene-1,3-diol OC1=C(C(=CC(=C1)O)CCC)CC1=C(C=C(C=C1CCC)O)O